CN(C1=C2C=CN(C2=C(C=C1)C(=O)NC1(CC1)C1=CC=C(C(=O)O)C=C1)CC1=CC=C(C=C1)C(F)(F)F)C1=CC=CC=C1 4-(1-(4-(Methyl-(phenyl)amino)-1-(4-(trifluoromethyl)benzyl)-1H-indol-7-amido)cyclopropyl)benzoic acid